N[C@@H]1C2=CC=CC=C2CC12CCN(CC2)C=2N(C(C(=CN2)C#CC2C(C2)S(=O)(=O)N)=O)C 2-((2-((S)-1-amino-1,3-dihydrospiro[indene-2,4'-piperidin]-1'-yl)-1-methyl-6-oxo-1,6-dihydropyrimidin-5-yl)ethynyl)cyclopropane-1-sulfonamide